C(C)(C)(C)OOC1(CCCCC1)OOC(C)(C)C 1,1-di-(tert-butylperoxy)cyclohexane